C(C)OC(CN1C(N(C2=NC=C(C=C21)C2=CC(=CC=C2)C(F)(F)F)C(C2=CC=CC=C2)(C2=CC=CC=C2)C2=CC=CC=C2)=O)=O 2-(2-oxo-6-(3-(trifluoromethyl)phenyl)-3-trityl-2,3-dihydro-1H-imidazo[4,5-b]pyridin-1-yl)acetic acid ethyl ester